N-(4-bromo-3-chloro-2-fluorophenyl)acetamide tert-butyl-(1-((3-hydroxyphenyl)sulfonyl)piperidin-4-yl)carbamate C(C)(C)(C)N(C(O)=O)C1CCN(CC1)S(=O)(=O)C1=CC(=CC=C1)O.BrC1=C(C(=C(C=C1)NC(C)=O)F)Cl